(E)-N-(5-chloro-4-((3-chloro-2-fluorophenyl)amino)quinazolin-6-yl)-4-(cyclobutyl-(methyl)amino)but-2-enamide ClC1=C2C(=NC=NC2=CC=C1NC(\C=C\CN(C)C1CCC1)=O)NC1=C(C(=CC=C1)Cl)F